(S)-N-(4-(7-(((1r,4r)-4-(dimethylamino)cyclohexyl)amino)-1-isopropyl-2-oxo-1,4-dihydropyrimido[4,5-d]pyrimidin-3(2H)-yl)-2-fluorophenyl)-1-(4-fluorophenyl)ethane-1-sulfonamide CN(C1CCC(CC1)NC1=NC=C2C(=N1)N(C(N(C2)C2=CC(=C(C=C2)NS(=O)(=O)[C@@H](C)C2=CC=C(C=C2)F)F)=O)C(C)C)C